1-methyl-6-oxo-5-[(5-phenyl-1,2-oxazol-3-yl)amino]-1,6-dihydropyridin CN1C=CC=C(C1=O)NC1=NOC(=C1)C1=CC=CC=C1